ClC1=CC=C(C=C1)NC(=O)C=1C2=C(SC1NC(=O)C1N(CC1)S(N)(=O)=O)CCC2 N-[3-[(4-chlorophenyl)carbamoyl]-5,6-dihydro-4H-cyclopenta[b]thiophen-2-yl]-1-sulfamoyl-azetidine-2-carboxamide